3-(8-((4-(aminomethyl)-2,6-dimethylphenyl)carbamoyl)-4H-thieno[3,4-c]chromen-7-yl)-6-(propylcarbamoyl)picolinic acid NCC1=CC(=C(C(=C1)C)NC(=O)C1=CC=2C=3C(COC2C=C1C=1C(=NC(=CC1)C(NCCC)=O)C(=O)O)=CSC3)C